N-[3-chloro-4-[4-(2-pyrrolidin-1-ylacetyl)piperazine-1-carbonyl]phenyl]-5-[2,3-difluoro-4-[1-(2-methoxyethyl)-5-methyl-pyrazol-4-yl]phenyl]-1-methyl-imidazole-2-carboxamide ClC=1C=C(C=CC1C(=O)N1CCN(CC1)C(CN1CCCC1)=O)NC(=O)C=1N(C(=CN1)C1=C(C(=C(C=C1)C=1C=NN(C1C)CCOC)F)F)C